[N-(4-amino-5-benzoyl-thiazol-2-yl)-3-chloro-4-(difluoromethoxy)anilino]propanamide NC=1N=C(SC1C(C1=CC=CC=C1)=O)N(C1=CC(=C(C=C1)OC(F)F)Cl)C(C(=O)N)C